ethanolamin C(O)CN